2,3-bis(4-chlorophenyl)pyran ClC1=CC=C(C=C1)C1OC=CC=C1C1=CC=C(C=C1)Cl